4-((1r,3s)-3-hydroxycyclohexylamino)-2-((1r,4r)-4-(methylcarbamoyl)-cyclohexylamino)pyrimidine-5-carboxamide O[C@@H]1C[C@@H](CCC1)NC1=NC(=NC=C1C(=O)N)NC1CCC(CC1)C(NC)=O